(5Z)-8-hydroxy-5-octenylacetate OCC\C=C/CCCCCC(=O)[O-]